N1(CCNCC1)CC1=CC=C(CN2C=NC=3C2=C2C(=NC3N)C=CS2)C=C1 (4-(piperazin-1-ylmethyl)benzyl)-1H-imidazo[4,5-d]thieno[3,2-b]pyridin-4-amine